6-(4-butylphenyl)-1-methyl-2-oxo-4-phenyl-1,2-dihydropyridine-3-carbonitrile C(CCC)C1=CC=C(C=C1)C1=CC(=C(C(N1C)=O)C#N)C1=CC=CC=C1